C(CCCCC(=O)OCCC#CC)(=O)OCCC#CC Di(pent-3-yn-1-yl) adipate